3-(difluoromethoxy)-5-{(3'R)-1'-[1-(1H-imidazol-2-yl)propyl]-6,7-dihydrospiro[pyrazolo[5,1-c][1,4]oxazine-4,3'-pyrrolidin]-2-yl}pyridin-2-amine FC(OC=1C(=NC=C(C1)C1=NN2C(=C1)[C@@]1(CN(CC1)C(CC)C=1NC=CN1)OCC2)N)F